FC1=C(C=CC(=C1)C(F)(F)F)C1(CC1)C(=O)NC=1C=CC(=C(C(=O)O)C1)C1=NC=C(N=C1)C 5-[({1-[2-Fluoro-4-(trifluoromethyl)phenyl]cyclopropyl}carbonyl)amino]-2-(5-methylpyrazin-2-yl)benzoic acid